ClC1=C(C(=O)Cl)C=C(C(=C1)C(=O)Cl)Cl 2,5-dichloro-terephthaloyl dichloride